3-phenyl-4,5-dihydro-1H-benzo[g]Indazole C1(=CC=CC=C1)C1=NNC=2C3=C(CCC12)C=CC=C3